7-amino-2-((3,5-dichlorophenyl)amino)quinazolin-4(3H)-one NC1=CC=C2C(NC(=NC2=C1)NC1=CC(=CC(=C1)Cl)Cl)=O